(3-(2-(4-cyclopropylphenyl)acetamido)-1-(5-(trifluoromethyl)pyridin-3-yl)pyrrolidin-3-yl)methyl (R)-acetate C(C)(=O)OCC1(CN(CC1)C=1C=NC=C(C1)C(F)(F)F)NC(CC1=CC=C(C=C1)C1CC1)=O